C(C)CC(CC(=O)[O-])=O.C(C)CC(CC(=O)[O-])=O.C(C)CC(CC(=O)[O-])=O.[Zr+3] zirconium tris(ethylacetoacetate)